[N+](=O)([O-])C=1C=C(C=CC1)CN1CCN(CC1)CCS(=O)(=O)NCC1=NC=CC=C1 2-{4-[(3-Nitrophenyl)methyl]piperazin-1-yl}-N-(pyridin-2-ylmethyl)ethanesulfonamide